COC(CC[C@@H](C)[C@H]1CC[C@H]2[C@@H]3[C@@H](C[C@@H]4C=C(CC[C@]4(C)[C@H]3CC[C@]12C)O[Si](C)(C)C)OCOC)=O 7α-methoxymethyloxy-3-trimethylsiloxy-5β-chola-3-enoic acid methyl ester